(3-cyano-5-fluorophenyl)boric acid C(#N)C=1C=C(C=C(C1)F)OB(O)O